NC1=CC=C(C=C1)NC1=CC(=CC(=C1)NC1=CC=C(C=C1)N)NC1=CC=C(C=C1)N 1,3,5-tris(4-aminophenylamino)benzene